N-((5-cyclopropyl-1H-benzotriazol-4-yl)methyl)-4-(trifluoromethoxy)-benzamide C1(CC1)C1=C(C2=C(NN=N2)C=C1)CNC(C1=CC=C(C=C1)OC(F)(F)F)=O